3-(4-bromo-2-chloro-5-methyl-phenyl)bicyclo[3.1.0]hexane BrC1=CC(=C(C=C1C)C1CC2CC2C1)Cl